N-octadecyl-N'-[3-(trimethoxysilyl)propyl]-1,3-propanediamine C(CCCCCCCCCCCCCCCCC)NCCCNCCC[Si](OC)(OC)OC